C1(CC1)C1=NN(C(=C1)NC1=CC2=C(C(=NO2)NS(=O)(=O)C2=C(C=C(C=C2OC)C=2C=NC=CC2)OC)C=C1OC)CC1=CC=C(C=C1)OC N-[6-({3-cyclopropyl-1-[(4-methoxyphenyl)methyl]-1H-pyrazol-5-yl}amino)-5-methoxy-1,2-benzoxazol-3-yl]-2,6-dimethoxy-4-(pyridin-3-yl)benzene-1-sulfonamide